tert-butyl 3-[methoxy(methyl)carbamoyl]-3-methyl-azetidine-1-carboxylate CON(C(=O)C1(CN(C1)C(=O)OC(C)(C)C)C)C